3-chloro-4,3'-difluoro-[1,1'-biphenyl] ClC=1C=C(C=CC1F)C1=CC(=CC=C1)F